N1(CCC1)S(=O)(=O)NC(=N)[C@H]1N2C(N([C@H](CC1)C2)OCC2=CC=CC=C2)=O (2S,5R)-N-(azetidin-1-ylsulfonyl)-6-(benzyloxy)-7-oxo-1,6-diazabicyclo[3.2.1]octane-2-carboximidamide